7,8-dihydronaphthalen-1-ol C1(=CC=CC=2C=CCCC12)O